C[C@@H]1N(C[C@@H](C1)OC1=NC(=NC=C1)C)CC1=CN=C(S1)NC(C)=O N-(5-(((2s,4r)-2-methyl-4-((2-methylpyrimidin-4-yl)oxy)pyrrolidin-1-yl)methyl)thiazol-2-yl)acetamide